FC=1C(=C(C(=CC1)F)CN)CN1CCCC1 (3,6-difluoro-2-(pyrrolidin-1-ylmethyl)phenyl)methylamine